(S)-N-((S)-4-(benzyloxy)-3-oxo-1-((S)-2-oxopiperidin-3-yl)butan-2-yl)-5-azaspiro[2.4]heptane-6-carboxamide C(C1=CC=CC=C1)OCC([C@H](C[C@H]1C(NCCC1)=O)NC(=O)[C@H]1NCC2(CC2)C1)=O